e-[((2-methylcycloprop-2-en-1-yl)methoxy)carbonyl]-l-lysine CC=1C(C1)COC(=O)N[C@@H](CCCCN)C(=O)O